CN(C1=CC=C(C=CC(S(=O)(=O)C2=CC=C(C=C2)C)C=CC2=CC=C(C=C2)N(C)C)C=C1)C bis(p-dimethylaminostyryl)-p-tolylsulfonylmethane